ClC=1C=C(C=2C[C@H](CC2C1)NC=1N=CC2=C(N1)CN(C2=O)C2(CC2)C)C#N (S)-6-chloro-2-((6-(1-methylcyclopropyl)-5-oxo-6,7-dihydro-5H-pyrrolo[3,4-d]pyrimidin-2-yl)amino)-2,3-dihydro-1H-indene-4-carbonitrile